2-methoxy-5-benzoyl-azobenzene COC1=C(C=C(C=C1)C(C1=CC=CC=C1)=O)N=NC1=CC=CC=C1